C/C(=N\\OCC1=CC=CC=C1/C(=N\\OC)/C(=O)OC)/C2=CC(=CC=C2)C(F)(F)F The molecule is the methyl ester of (2E)-(methoxyimino)[2-({[(E)-{1-[3-(trifluoromethyl)phenyl]ethylidene}amino]oxy}methyl)phenyl]acetic acid. A foliar applied fungicide for cereals which is particularly active against Ascomycetes, Deuteromycetes and Oomycetes It has a role as a mitochondrial cytochrome-bc1 complex inhibitor and an antifungal agrochemical. It is an oxime O-ether, an organofluorine compound, a methyl ester and a methoxyiminoacetate strobilurin antifungal agent.